4-[3-[(3R)-3-amino-5-[(4-chlorophenyl)methyl]-8-fluoro-1,1,4-trioxo-2,3-dihydro-1lambda6,5-benzothiazepin-7-yl]-1,2,4-oxadiazol-5-yl]-N,4-dimethyl-piperidine-1-carboxamide N[C@H]1CS(C2=C(N(C1=O)CC1=CC=C(C=C1)Cl)C=C(C(=C2)F)C2=NOC(=N2)C2(CCN(CC2)C(=O)NC)C)(=O)=O